3-((5-chloro-4-(1-(2-oxo-1,2-dihydropyridin-3-yl)-1H-pyrazol-4-yl)pyrimidin-2-yl)amino)-N-methylcyclobutane-1-carboxamide ClC=1C(=NC(=NC1)NC1CC(C1)C(=O)NC)C=1C=NN(C1)C=1C(NC=CC1)=O